3-ethyl 2-oxo-8-azabicyclo[3.2.1]octane-3,8-dicarboxylate O=C1C2CCC(CC1C(=O)OCC)N2C(=O)[O-]